The molecule is an N-hexadecanoylphosphatidylethanolamine in which the acyl groups at positions 1 and 2 are both specified as heptadecanoyl. It derives from a heptadecanoic acid. It is a conjugate acid of a N-hexadecanoyl-1,2-diheptadecanoyl-sn-glycero-3-phosphoethanolamine(1-). CCCCCCCCCCCCCCCCC(=O)OC[C@H](COP(=O)(O)OCCNC(=O)CCCCCCCCCCCCCCC)OC(=O)CCCCCCCCCCCCCCCC